1,3,4-thiadiazol-2-yl-acetamide S1C(=NN=C1)CC(=O)N